CC(C(=O)O)(C)OC1=C(C=C(C=C1)CN1N=CN(C1=O)C1=CC=CC=C1)C 2-methyl-2-(2-methyl-4-((5-oxo-4-phenyl-4,5-dihydro-1H-1,2,4-triazol-1-yl)methyl)phenoxy)propanoic acid